C(C(=C)C)(=O)NCC(CS(=O)(=O)O)O 3-methacrylamido-2-hydroxypropyl-sulfonic acid